1-methyl-5-phenyl-1,10-phenanthroline-2-one CN1C(C=CC2=C(C=C3C=CC=NC3=C12)C1=CC=CC=C1)=O